N-((1s,3s)-3-((5-(1-(2,2-difluoroethyl)-2-methyl-1H-benzo[d]imidazol-6-yl)-4-methoxy-7H-pyrrolo[2,3-d]pyrimidin-2-yl)amino)-1-methylcyclobutyl)propionamide FC(CN1C(=NC2=C1C=C(C=C2)C2=CNC=1N=C(N=C(C12)OC)NC1CC(C1)(C)NC(CC)=O)C)F